COC1=CC=CC=2C=3N(C(=NC12)NC=1C(N=CC=CC1)=O)N=C(N3)C=3C=NN(C3)C (3R)-3-{[7-methoxy-2-(1-methyl-1H-pyrazol-4-yl)[1,2,4]triazolo[1,5-c]quinazolin-5-yl]amino}azepin-2-one